guanidine hydrochloric acid salt Cl.NC(=N)N